((3R,5R)-1-cyano-5-methylpyrrolidin-3-yl)-2-methylacrylamide C(#N)N1C[C@H](C[C@H]1C)C=C(C(=O)N)C